CC(C(=O)C(=O)C)C(=O)N Epoxypropionamide